COC(=O)C1=CC=2C(=NC(=C(C2)F)Cl)N1S(=O)(=O)C1=CC=CC=C1 1-(phenylsulfonyl)-6-chloro-5-fluoro-pyrrolo[2,3-b]Pyridine-2-carboxylic acid methyl ester